ClC=1C=NC=CC1C1=CC2=C(N=C(S2)NC2=NC=CC(=C2)CN2CCCC2)C=C1 2-((6-(3-chloropyridin-4-yl)benzo[d]thiazol-2-yl)amino)-4-(pyrrolidin-1-ylmethyl)pyridine